4-amino-3-(((2-methyl-2H-tetrazol-5-yl)methyl)amino)benzoic acid tert-butyl ester C(C)(C)(C)OC(C1=CC(=C(C=C1)N)NCC=1N=NN(N1)C)=O